BrC1=C(C=CC=C1)C[C@H](C1=CC=CC=C1)\N=C(\C1=CC=C(C=C1)C(F)(F)F)/C#N (R,Z)-N-(2-(2-bromophenyl)-1-phenylethyl)-4-(trifluoromethyl)benzimidoyl cyanide